3-Amino-6-(5-((S)-1,1-difluoro-2,3-dihydroxypropan-2-yl)-2-(methyl-d3)phenyl)-N-((1R,2R)-2-hydroxycyclohexyl)pyrazine-2-carboxamide, trifluoroacetate salt FC(C(=O)O)(F)F.NC=1C(=NC(=CN1)C1=C(C=CC(=C1)[C@@](C(F)F)(CO)O)C([2H])([2H])[2H])C(=O)N[C@H]1[C@@H](CCCC1)O